4-(3-Fluoropiperidin-4-yl)morpholin hydrochloride Cl.FC1CNCCC1N1CCOCC1